COC1=CC=C(C=C1)C(OC[C@H]1O[C@H]([C@@H]([C@@H]1CC(NO)=N)F)N1C(NC(C=C1)=O)=O)(C1=CC=CC=C1)C1=CC=C(C=C1)OC 2-((2S,3R,4R,5R)-2-((bis(4-methoxyphenyl)(phenyl)methoxy)methyl)-5-(2,4-dioxo-3,4-dihydropyrimidin-1(2H)-yl)-4-fluorotetrahydrofuran-3-yl)-N-hydroxy-acetimidamide